tert-butyl (4S)-2-(4-fluoro-3,5-dimethylphenyl)-4-methyl-3-(2-oxo-3H-imidazol-1-yl)-4,5,6,7-tetrahydropyrazolo[4,3-c]pyridine-5-carboxylate FC1=C(C=C(C=C1C)N1N=C2C([C@@H](N(CC2)C(=O)OC(C)(C)C)C)=C1N1C(NC=C1)=O)C